1-((6'-carboxy-3''-methyl-[1,1':3',1''-terphenyl]-4-yl)methyl)-2-ethoxy-1H-benzo[d]imidazole-7-carboxylic acid C(=O)(O)C1=CC=C(C=C1C1=CC=C(C=C1)CN1C(=NC2=C1C(=CC=C2)C(=O)O)OCC)C2=CC(=CC=C2)C